Cl.C12(CC3CC(CC(C1)C3)C2)CNC(=N)N 1-(1-adamantylmethyl)guanidine hydrochloride